tert-butyl ((1r,4r)-4-((2-(5-(2-(ethyl (isopropyl) carbamoyl)-4-fluorophenoxy) pyrimidin-4-yl)-2,7-diazaspiro[3.5]nonan-7-yl) methyl) cyclohexyl)carboxylate C(C)N(C(=O)C1=C(OC=2C(=NC=NC2)N2CC3(C2)CCN(CC3)CC3CCC(CC3)C(=O)OC(C)(C)C)C=CC(=C1)F)C(C)C